N'-[(2-chlorophenyl)methyl]-N'-[(5-fluoro-2-pyridyl)methyl]oxamide Ethyl-2-[(2-chlorophenyl)methyl-[(5-fluoro-2-pyridyl)methyl]amino]-2-oxo-acetate C(C)OC(C(=O)N(CC1=NC=C(C=C1)F)CC1=C(C=CC=C1)Cl)=O.ClC1=C(C=CC=C1)CN(C(C(N)=O)=O)CC1=NC=C(C=C1)F